CC=1C(=C2C=NNC2=CC1)C1=C(C=C2C(=NC(=NC2=C1OCC(F)(F)F)C1CCN(CC1)C)N1CCC2(CN(C2)C(C=C)=O)CC1)C=C 1-(7-(7-(5-methyl-1H-indazol-4-yl)-2-(1-methylpiperidin-4-yl)-8-(2,2,2-trifluoroethoxy)-6-vinylquinazolin-4-yl)-2,7-diazaspiro[3.5]nonan-2-yl)prop-2-en-1-one